5,6-dimethyl-2-methylthiopyrimidine-4(3H)-one CC=1C(NC(=NC1C)SC)=O